N-{4-[2-(2,6-dichlorophenyl)acetylamino]pyridin-2-yl}-N-[3-(trifluoromethyl)phenyl]acetamide ClC1=C(C(=CC=C1)Cl)CC(=O)NC1=CC(=NC=C1)N(C(C)=O)C1=CC(=CC=C1)C(F)(F)F